ClC1=C(C=CC=C1)C1=CN(C=C1C1=NNC=N1)C1=CC(=NC=C1C)NC(OCCOC)=O 2-methoxyethyl [4-[3-(2-chlorophenyl)-4-(1H-1,2,4-triazol-3-yl)-1H-pyrrol-1-yl]-5-methylpyridin-2-yl]carbamate